ClC1=NC(=NC(=N1)N(CC)CC)NC1=CC=C2C=C(C(OC2=C1)=O)C1=CC=CC=C1 7-[{4-chloro-6-(diethylamino)-S-triazin-2-yl}amino]-3-phenylcoumarin